5-Bromo-2-(1-oxaspiro[2.5]octan-6-yl)indazole BrC1=CC2=CN(N=C2C=C1)C1CCC2(CO2)CC1